1-oxaspiro[4.5]decan-8-one O1CCCC12CCC(CC2)=O